BrC1=CC2=C(N=C(N=C2N[C@H](C)C2=C(C(=CC=C2)C(F)F)F)C)N=C1Cl (R)-6-bromo-7-chloro-N-(1-(3-(difluoromethyl)-2-fluorophenyl)ethyl)-2-methylpyrido[2,3-d]pyrimidin-4-amine